CN(C1=CC=C2C(=C(C(OC2=C1)=O)N1C(C=CC1=O)=O)C)C N-(7-Dimethylamino-4-Methylcoumarin-3-yl)Maleimide